FC1=C(C(=C(C=C1C1=NN(C2=C1N=NC(=C2)N(C2CCOCC2)C)C)C(F)(F)F)F)O 2,6-Difluoro-3-(1-methyl-6-(methyl(tetrahydro-2H-pyran-4-yl)amino)-1H-pyrazolo[4,3-c]pyridazin-3-yl)-5-(trifluoromethyl)phenol